(1R,3R)-3-((S)-2-((1-Cyclopropyl-1H-pyrazol-4-yl)methyl)-6-(methoxycarbonyl)-7-methyl-6,7,8,9-tetrahydro-3H-imidazo[4,5-f]chinolin-3-yl)cyclohexan C1(CC1)N1N=CC(=C1)CC=1N(C=2C(=C3CC[C@@H](N(C3=CC2)C(=O)OC)C)N1)C1CCCCC1